BrC1=CC2=C(CCC=3C(=NN(C23)CC(C)C)C(=O)O)C=C1OC 8-bromo-1-isobutyl-7-methoxy-4,5-dihydrobenzo[g]indazole-3-carboxylic acid